N1=C(C=CC=C1)C1=NN=NN1 5-(pyridine-2-yl)tetrazole